ClCC(=O)NC1=C(C2=C(S1)C=CC=C2)C#N 2-chloro-N-(3-cyanobenzo[b]thiophen-2-yl)acetamide